COC(=O)C1=C(C(=CC=C1)N1CCOCC1)/C=C/C(=O)O (E)-3-(2-(methoxycarbonyl)-6-morpholinophenyl)acrylic acid